cholesterol sodium sulfate salt S(=O)(=O)([O-])[O-].[Na+].CC(C)CCC[C@@H](C)[C@H]1CC[C@H]2[C@@H]3CC=C4C[C@@H](O)CC[C@]4(C)[C@H]3CC[C@]12C.[Na+]